CC(C)N1N=CC(=C1)C1=NN2C(=NC=3C(=CC=CC3C2=N1)C(F)(F)F)N[C@H]1C(NCCNC1)=O (6R)-6-({2-[1-(prop-2-yl)-1H-pyrazol-4-yl]-7-(trifluoromethyl)[1,2,4]triazolo[1,5-c]quinazolin-5-yl}amino)-1,4-diazepan-5-one